CC(C\C=N/C(OC(C)(C)C)=O)C tert-Butyl (Z)-(3-methylbutylidene)carbamate